1-(3-(4-isopropylpiperazine-1-carbonyl)phenyl)-3-(4-(4-fluoro-2-methoxyphenyl)pyridin-2-yl)urea C(C)(C)N1CCN(CC1)C(=O)C=1C=C(C=CC1)NC(=O)NC1=NC=CC(=C1)C1=C(C=C(C=C1)F)OC